tert-butyl (2-(1-(7-bromo-2-chloro-8-fluoroquinazolin-4-yl)azetidin-3-yl)propan-2-yl)carbamate BrC1=CC=C2C(=NC(=NC2=C1F)Cl)N1CC(C1)C(C)(C)NC(OC(C)(C)C)=O